ClC1=C(C(=CC=C1Cl)O)C1=CC=2N(C=C1)C(=C(N2)CN2CCC(CC2)(C)O)C(=O)[O-] 7-(2,3-dichloro-6-hydroxyphenyl)-2-((4-hydroxy-4-methylpiperidin-1-yl)methyl)imidazo[1,2-a]pyridine-3-carboxylate